ClC1=C(C(=O)N[C@@H](CCOC2CC(C2)CCC2=NC=3NCCCC3C=C2)C(=O)O)C(=CN=C1)C1CC1 N-(3-chloro-5-cyclopropylisonicotinoyl)-O-((1R,3R)-3-(2-(5,6,7,8-tetrahydro-1,8-naphthyridin-2-yl)ethyl)cyclobutyl)-L-homoserine